C1(=CCCCCC1)C1=NN2C(N(C(=C(C2=O)C2CCNCC2)CC)CC(=O)NC2=CC=C(C=C2)S(F)(F)(F)(F)F)=N1 2-(2-(Cyclohept-1-en-1-yl)-5-ethyl-7-oxo-6-(piperidin-4-yl)-[1,2,4]triazolo[1,5-a]pyrimidin-4(7H)-yl)-N-(4-(pentafluoro-λ6-sulfanyl)phenyl)acetamide